FC1=C(C=CC(=C1)[C@@H](C(=O)O[C@H](C(=O)O)[C@@H](C(=O)O)O)C)C1=CC=CC=C1 (2S,3S)-2-(((S)-2-(2-fluoro-[1,1'-biphenyl]-4-yl)propanoyl)oxy)-3-hydroxysuccinic acid